3-((S)-2-hydroxy-3-(((R)-8-(quinolin-3-ylsulfonyl)-1-oxa-8-azaspiro[4.5]dec-3-yl)amino)propoxy)-N-methylbenzenesulfonamide dihydrochloride Cl.Cl.O[C@H](COC=1C=C(C=CC1)S(=O)(=O)NC)CN[C@H]1COC2(C1)CCN(CC2)S(=O)(=O)C=2C=NC1=CC=CC=C1C2